(S)-1-[2-(5-Bromobenzo[d]isoxazol-3-yl)phenyl]-2-(pyridine-2-yl)ethan-1-amine hydrochloride Cl.BrC=1C=CC2=C(C(=NO2)C2=C(C=CC=C2)[C@H](CC2=NC=CC=C2)N)C1